di(4-pentenyl) 2,3-diisopropylmaleate C(C)(C)/C(/C(=O)OCCCC=C)=C(/C(=O)OCCCC=C)\C(C)C